3-(tetrahydrofuran-3-yl)-5,6,7,8-tetrahydroimidazo[1,5-a]pyrazine hydrochloride Cl.O1CC(CC1)C1=NC=C2N1CCNC2